C1=CC(=CC=2N1C1=C(N2)C=CC=C1)N1CCC(CC1)CC(=O)O 2-(1-(benzo[4,5]imidazo[1,2-a]pyridin-3-yl)piperidin-4-yl)acetic acid